1,3,5-trisilapentane [SiH3]C[SiH2]C[SiH3]